C[C@@H]1[C@H]([C@H]([C@H]([C@@H](O1)O)O)O)O The molecule is a deoxyallose that is beta-D-allopyranose in which the hydroxy group at position 6 has been replaced by a hydrogen.